(S)-2-methyl-N-((R)-1-(4-(4-((2-(trimethylsilyl)ethoxy)methyl)-4H-1,2,4-triazol-3-yl)thiophen-2-yl)ethyl)propane-2-sulfinamide CC(C)(C)[S@](=O)N[C@H](C)C=1SC=C(C1)C1=NN=CN1COCC[Si](C)(C)C